CSC1=CC=C(C=C1)N1C=CC2=CC=CC=C12 1-(4-(methylthio)phenyl)-1H-indole